(R)-2-(4-(1,4-dioxa-8-azaspiro[4.5]decan-8-yl)phenyl)-N-(1-(5-(trifluoromethyl)pyridin-3-yl)pyrrolidin-3-yl)acetamide lithium (triphenylsiloxy)tris(pentafluorophenyl)borate C1(=CC=CC=C1)[Si](O[B-](C1=C(C(=C(C(=C1F)F)F)F)F)(C1=C(C(=C(C(=C1F)F)F)F)F)C1=C(C(=C(C(=C1F)F)F)F)F)(C1=CC=CC=C1)C1=CC=CC=C1.[Li+].O1CCOC12CCN(CC2)C2=CC=C(C=C2)CC(=O)N[C@H]2CN(CC2)C=2C=NC=C(C2)C(F)(F)F